[K].[Cu](Cl)Cl copper chloride, potassium salt